C(CC)NC(OC1CCC(CC1)C=1C=NC(=NC1)NC1=C(C=C(C=C1)S(N)(=O)=O)F)=O (1s,4s)-4-{2-[(2-fluoro-4-sulfamoylphenyl)amino]pyrimidin-5-yl}cyclohexyl N-propylcarbamate